C(CC)N1C(NC(=CC1=O)N1[C@H](C2=CC(=CC=C2CC1)Cl)C)=O (S)-3-propyl-6-(7-chloro-1-methyl-3,4-dihydroisoquinolin-2(1H)-yl)pyrimidine-2,4(1H,3H)-dione